FC=1C=2C3=C(C(NC3=CC1)=O)C=C(C2)CN2C[C@H](CCC2)C (S)-6-fluoro-4-((3-methylpiperidin-1-yl)methyl)benz[cd]indol-2(1H)-one